oxonorbornadiene C1C2=CC=C1C(=O)C2